(S)-3-(4-(2-(2-methylazetidin-1-yl)-6,7-dihydro-5H-cyclopenta[d]pyrimidin-4-yl)phenyl)-1,2,4-oxadiazol-5(4H)-one C[C@@H]1N(CC1)C=1N=C(C2=C(N1)CCC2)C2=CC=C(C=C2)C2=NOC(N2)=O